(Z)-5-((2-oxoindolin-3-ylidene)methyl)-N-(5-((4-(trifluoromethoxy)benzyl)thio)-4H-1,2,4-triazol-3-yl)-1H-pyrrole-2-carboxamide O=C\1NC2=CC=CC=C2/C1=C/C1=CC=C(N1)C(=O)NC1=NN=C(N1)SCC1=CC=C(C=C1)OC(F)(F)F